7α-nonyloxepan-2-one C(CCCCCCCC)C1CCCCC(O1)=O